(1R,4r)-4-(2-(((R)-2-(3-Fluorophenyl)-2-hydroxyethyl)amino)ethyl)-cyclohexan-1-ol FC=1C=C(C=CC1)[C@H](CNCCC1CCC(CC1)O)O